Azidoaniline Hydrochloride Cl.N(=[N+]=[N-])NC1=CC=CC=C1